CC1CN(C2=C(S1)C=CC(=C2)C(=O)O[C@](CN2N=NN=C2)([C@@H](C)C2=NN(C=C2)CC2=CC(=C(C(=C2)F)F)F)C2=C(C=C(C=C2)F)F)CC2=CC=CC=C2 (2R,3S)-3-(1-(3,4,5-trifluorobenzyl)-1H-pyrazol-3-yl)-2-(2,4-difluorophenyl)-1-(1H-tetrazol-1-yl)butan-2-ol methyl-4-benzyl-3,4-dihydro-2H-benzo[b][1,4]thiazine-6-carboxylate